potassium dicyanogold C(#N)[Au]C#N.[K]